C(C)(C)(C)C1=CC=C(OP(=O)(OC2=C(C(=C(C(=C2F)F)F)F)F)N[C@@H](C)C(=O)OCC2CCC2)C=C1 cyclobutylmethyl ((4-(tert-butyl)phenoxy)(perfluorophenoxy) phosphoryl)-L-alaninate